[Ti+4].C(C)[NH2+]CC (diethylammonium) titanium